palladium acetate imine C(C)([O-])=N.[Pd+2].C(C)([O-])=N